N-(4-(6-chlorobenzo[d]oxazol-2-yl)phenyl)pyrazine-2-carboxamide ClC1=CC2=C(N=C(O2)C2=CC=C(C=C2)NC(=O)C2=NC=CN=C2)C=C1